[N+](=O)([O-])C=1C=C2C(N(C(=NC2=CC1)[C@@H]1NCCC1)C1=CC=CC=C1)=O (R)-6-nitro-3-phenyl-2-(pyrrolidin-2-yl)quinazolin-4(3H)-one